CC1(CC=CC=C1)S(=O)(=O)N1C[C@H](CC1)OCC1=NN=C(S1)N (S)-5-(((1-methylbenzenesulfonylpyrrolidin-3-yl)oxy)methyl)-1,3,4-thiadiazol-2-amine